(R or S)-N-(5-fluoro-6-(4-((R or S)-2-methyl-1,1-dioxidotetrahydrothiophen-2-yl)-1H-imidazol-1-yl)pyridin-3-yl)-2-(5-methyl-3-(trifluoromethyl)-1H-pyrazol-1-yl)propanamide FC=1C=C(C=NC1N1C=NC(=C1)[C@@]1(S(CCC1)(=O)=O)C)NC([C@@H](C)N1N=C(C=C1C)C(F)(F)F)=O |o1:12,22|